(S)-2-amino-N-(4-(3,5-dimethylpyridin-4-yl)phenyl)-3,3-diphenylpropanamide Dihydrochloride salt Cl.Cl.N[C@H](C(=O)NC1=CC=C(C=C1)C1=C(C=NC=C1C)C)C(C1=CC=CC=C1)C1=CC=CC=C1